COC(C(CCC(=O)O)(C)C)=O 5-methoxy-4,4-dimethyl-5-oxopentanoic acid